2-{2-[6-cyclopropyl-2-(2-{[(2-methoxyethyl)-N-methylamino]methyl}-7-oxo-1,6-dihydro-1,4,6-triaza-6-indenyl)-4-pyridyl]-5-fluorophenyl}-1-methyl-4-imidazolecarbonitrile C1(CC1)C1=CC(=CC(=N1)N1C=NC=2C=C(NC2C1=O)CN(C)CCOC)C1=C(C=C(C=C1)F)C=1N(C=C(N1)C#N)C